C1=NC=C(C2=CC=CC=C12)N isoquinolin-4-amine